FC=1C(=NC(=NC1)NC1=NC=C(C=C1)C1CCN(CC1)C)C=1C=C2C3(C(=NC2=C(C1)F)C)CCCC3 5-fluoro-4-(7'-fluoro-2'-methyl-spiro[cyclopentane-1,3'-indol]-5'-yl)-N-(5-(1-methylpiperidin-4-yl)pyridin-2-yl)pyrimidin-2-amine